2-[(4-butyl-2,6-difluorophenyl)ethynyl]-3-methyl-5-(4-propylphenyl)thieno[3,2-b]thiophene C(CCC)C1=CC(=C(C(=C1)F)C#CC1=C(C2=C(S1)C=C(S2)C2=CC=C(C=C2)CCC)C)F